benzo-furan-3(2H)-one O1CC(C2=C1C=CC=C2)=O